OC1CC(NC1)C(=O)NCC1=CC=C(C=C1)C1=C(C=CN1)SC 4-hydroxyl-N-(4-(4-Methylthioazol-5-yl)benzyl)pyrrolidine-2-carboxamide